ClC1=CC=C2C=NN3C(C2=C1)=NN=C3C 9-Chloro-3-methyl-[1,2,4]triazolo[3,4-a]phthalazine